6-isopropoxy-2H-pyrazolo[3,4-b]Pyridine C(C)(C)OC=1C=CC=2C(N1)=NNC2